N1=CN=C2NC(=NC2=C1)C(=O)[O-] 9H-purine-8-carboxylate